[Si](C)(C)(C(C)(C)C)OCCCCN1CC(NC(C1)CCCCCC(=O)O)CCCCCC(=O)O 6,6'-(4-(4-((tert-butyldimethylsilyl)oxy)butyl)piperazine-2,6-diyl)dihexanoic acid